C[Si](OC1=CCCCC1C)(C)C trimethyl-((6-methylcyclohex-1-en-1-yl)oxy)silane